N1N=CC2=C(C=CC=C12)C=1C(=CC=2N(C3=CC=C(C=C3SC2C1)C1=C2C=NNC2=CC=C1)CCN1CCOCC1)C(F)(F)F 4-(2-(3,7-di(1H-indazol-4-yl)-2-(trifluoromethyl)-10H-phenothiazin-10-yl)ethyl)morpholine